C(C)(C)(C)OC(N(C)CCCCBr)=O.FC1=C(C(=C(C(=C1[B-](C1=C(C(=C(C(=C1F)F)F)F)F)(C1=C(C(=C(C(=C1F)F)F)F)F)C1=C(C(=C(C(=C1F)F)F)F)F)F)F)F)F.C(C)(=O)C1=CC=C(C=C1)SC1=CC=C(C=C1)[S+](C1=CC=C(C=C1)SC1=CC=C(C=C1)C(C)=O)C1=CC=C(C=C1)SC1=CC=C(C=C1)C(C)=O tris(4-(4-acetylphenyl)sulfanylphenyl)sulfonium tetrakis(pentafluorophenyl)borate tert-butyl-(4-bromobutyl)(methyl)carbamate